ClC1=CC(=C(C=C1NCC=1N=C2N(C=C(C=C2)C2CC2)C1)NC(=O)[C@@H]1[C@H](C1)C1=NC=CC(=N1)C)S(N)(=O)=O |r| rac-(1S*,2S*)-N-(4-chloro-5-(((6-cyclopropylimidazo[1,2-a]pyridin-2-yl)methyl)amino)-2-sulfamoylphenyl)-2-(4-methylpyrimidin-2-yl)cyclopropane-1-carboxamide